FC(CNC1=C(C#N)C=C(C=C1)C=1OC(=NN1)C=1C=CC2=C(N(C=N2)C(C)C)C1)F 2-{(2,2-difluoroethyl)amino}-5-{5-[1-(propan-2-yl)-1H-1,3-benzodiazol-6-yl]-1,3,4-oxadiazol-2-yl}benzonitrile